2-amino-3-methylpentanoic acid NC(C(=O)O)C(CC)C